N-((6S,7S)-5-(3-cyanooxetane-3-carbonyl)-6-((2-fluoro-[1,1'-biphenyl]-3-yl)methyl)-5-azaspiro[2.4]heptan-7-yl)-1-fluoromethanesulfonamide C(#N)C1(COC1)C(=O)N1CC2(CC2)[C@@H]([C@@H]1CC=1C(=C(C=CC1)C1=CC=CC=C1)F)NS(=O)(=O)CF